C(C)(C)(C)OC(=O)N1C[C@H](NCC1)CO (3S)-3-(hydroxymethyl)piperazine-1-carboxylic acid tert-butyl ester